CN1C=C(C=2C=NC=CC21)C2=CC=C(N2)C(=O)OC methyl 5-(1-methyl-1H-pyrrolo[3,2-c]pyridin-3-yl)-1H-pyrrole-2-carboxylate